COC(=O)C1=NC(=CC(=C1)N1C=[N+](C=C1)CCCS(=O)(=O)O)C(=O)OC 1-[2,6-bis(methoxycarbonyl)-4-pyridyl]-3-(3-sulfopropyl)-1H-imidazolium